FC1=CC(=C(C=C1C1=CC=C(C=C1)C(F)(F)F)NC(=O)C1=CNC(C=C1C(F)(F)F)=O)N1C[C@H](N([C@H](C1)C)C)C |r| N-[4-fluoro-2-[rac-(3R,5S)-3,4,5-trimethylpiperazin-1-yl]-5-[4-(trifluoromethyl)phenyl]phenyl]-6-oxo-4-(trifluoromethyl)-1H-pyridine-3-carboxamide